N-(5-(furan-2-yl)-4-((4-methyl-6-(methylsulfonyl)pyridin-2-yl)amino)pyridin-2-yl)acetamide O1C(=CC=C1)C=1C(=CC(=NC1)NC(C)=O)NC1=NC(=CC(=C1)C)S(=O)(=O)C